3-(2-((8-(tert-Butoxy)-8-oxooctanoyl)oxy)-2,2-diphenylacetoxy)spiro[bicyclo[3.2.1]octane-8,1'-pyrrolidin]-8-ium chloride [Cl-].C(C)(C)(C)OC(CCCCCCC(=O)OC(C(=O)OC1CC2CCC(C1)[N+]21CCCC1)(C1=CC=CC=C1)C1=CC=CC=C1)=O